2-(2-{5-[(7R)-7-amino-2-azabicyclo[2.2.1]heptane-2-carbonyl]-7-methoxy-1-methyl-1H-1,3-benzodiazol-2-yl}-1-(cyclopropylmethyl)-1H-indol-6-yl)-2-azaspiro[3.3]heptan-6-ol N[C@H]1C2N(CC1CC2)C(=O)C2=CC1=C(N(C(=N1)C=1N(C3=CC(=CC=C3C1)N1CC3(C1)CC(C3)O)CC3CC3)C)C(=C2)OC